acryloyloxyundecylmonomethoxysilane C(C=C)(=O)OCCCCCCCCCCC[SiH2]OC